FC1([C@H](C1)C(=O)NC=1N=CC2=CC(=NC=C2C1)C=1C=NC(=CC1C)C(CC)([2H])O)F (1R)-2,2-difluoro-N-(7-(6-(1-hydroxypropyl-1-d)-4-methylpyridin-3-yl)-2,6-naphthyridin-3-yl)cyclopropane-1-carboxamide